deazapyrimidine C1=CN=CC=C1